Cl[Al](CC)Cl dichloro-monoethylaluminum